(8beta)-9,10-didehydro-N-(1-(hydroxymethyl)propyl)-1,6-dimethyl-ergoline-8-carboxamide OCC(CC)NC(=O)[C@H]1CN([C@@H]2CC3=CN(C4=CC=CC(C2=C1)=C34)C)C